diethoxy(ethylsalicyloyl)methylsilane C(C)O[Si](C)(C(C=1C(OCC)=CC=CC1)=O)OCC